3-(((S)-1-propionylpyrrolidin-3-yl)oxy)-6H-dibenzo[b,d]pyran-9-yl-oxazolidin-2-one C(CC)(=O)N1C[C@H](CC1)OC=1C=CC2=C(OCC3=C2C=C(C=C3)N3C(OCC3)=O)C1